S1C2=C(C=C1)C(C=1SC=CC1C2=O)=O benzo[1,2-b:4,5-b']bisthiophene-4,8-dione